PYRAZOLIDINE-3,5-DIONE N1NC(CC1=O)=O